CC1=C(C(=O)NC2(CC2)C2=C3C=CC=NC3=CC(=C2)OCC(C)(C)C)C=C(C=C1)OC[C@H]1N(CC1)C (S)-2-Methyl-5-((1-methylazetidin-2-yl)methoxy)-N-(1-(7-(neopentyloxy)quinolin-5-yl)cyclopropyl)benzamide